tert-butyl (2S)-2-ethyl-4-[8-([8-fluoro-2-methylimidazo[1,2-a]pyridin-6-yl]carbamoyl)cinnolin-5-yl]piperazine-1-carboxylate C(C)[C@@H]1N(CCN(C1)C1=C2C=CN=NC2=C(C=C1)C(NC=1C=C(C=2N(C1)C=C(N2)C)F)=O)C(=O)OC(C)(C)C